OC=1C=C2CC[C@H]([C@H](C2=CC1)C1=CC=C(C=C1)N1CCC(CC1)CN1CCN(CC1)C=1C=C2CN(C(C2=CC1)=O)[C@@H]1C(NC(CC1)=O)=O)C=1C=C2CCCCC2=CC1 (3S)-3-[5-[4-[[1-[4-[(1S,2R)-6-hydroxy-2-tetralin-6-yl-tetralin-1-yl]phenyl]-4-piperidyl]methyl]piperazin-1-yl]-1-oxo-isoindolin-2-yl]piperidine-2,6-dione